2,2,2-trifluoroethyl 2-oxo-2-[[2-(trifluoromethyl)phenyl]methyl-[[5-(trifluoromethyl)-2-pyridyl]methyl]amino]acetate O=C(C(=O)OCC(F)(F)F)N(CC1=NC=C(C=C1)C(F)(F)F)CC1=C(C=CC=C1)C(F)(F)F